3-(((R)-1-(6-((S)-4-Benzyl-2-oxooxazolidin-3-yl)-4-methylpyridin-2-yl)ethyl)amino)-6-chloropicolinic acid C(C1=CC=CC=C1)[C@@H]1N(C(OC1)=O)C1=CC(=CC(=N1)[C@@H](C)NC=1C(=NC(=CC1)Cl)C(=O)O)C